N[C@H](CN)C(C)(C([2H])([2H])[2H])C (S)-2-amino-3-methyl-3-(methyl-d3)butylamine